FC=1C=C(CNC(=O)C=2SC(=CC2)C2=C3C(=NC(=C2C=2OC(=NN2)C)CCC2=CC=C(C=C2)F)[C@@H](NS3(=O)=O)C(C)C)C=CC1F (S)-N-(3,4-difluorobenzyl)-5-(5-(4-fluorophenethyl)-3-isopropyl-6-(5-methyl-1,3,4-oxadiazol-2-yl)-1,1-dioxido-2,3-dihydroisothiazolo[4,5-b]pyridin-7-yl)thiophene-2-carboxamide